O1CCCC2=CC=CC(=C12)C=1CCCC2=C(C1C1=CC=C(C=C1)C=C1CN(C1)CCCF)C=CC(=C2)C(=O)O 8-(chroman-8-yl)-9-(4-((1-(3-fluoropropyl)azetidin-3-ylidene)methyl)phenyl)-6,7-dihydro-5H-benzo[7]annulene-3-carboxylic acid